tert-butyl 4-[1-[4-[(2,6-dioxo-3-piperidyl)amino]-2-fluoro-phenyl]-4-piperidyl]-4-fluoro-piperidine-1-carboxylate O=C1NC(CCC1NC1=CC(=C(C=C1)N1CCC(CC1)C1(CCN(CC1)C(=O)OC(C)(C)C)F)F)=O